COC(CC1=CC=C(C=C1)SC)=O 2-(4-(methylthio)phenyl)acetic acid methyl ester